Methyl-4-[(1S)-1-{[8-(2-methylpropyl)-7-oxo-pyrido[2,3-d]pyrimidin-2-yl]amino}ethyl]benzoat COC(C1=CC=C(C=C1)[C@H](C)NC=1N=CC2=C(N1)N(C(C=C2)=O)CC(C)C)=O